2-bromo-N-(piperidin-4-yl)piperidin-4-amine hydrochloride Cl.BrC1NCCC(C1)NC1CCNCC1